racemic-(2S,3R)-3-hydroxybutan-2-yl 4-methylbenzenesulfonate CC1=CC=C(C=C1)S(=O)(=O)O[C@@H](C)[C@@H](C)O |r|